5-amino-1-(2-morpholinoethyl)indol-2-one NC=1C=C2CC(N(C2=CC1)CCN1CCOCC1)=O